C(CCCCCCC)C=1[Se]C2=C(N1)C=CC(=C2)OC octyl-6-methoxybenzoselenazole